8-((tert-butyldiphenylsilyl)oxy)octanoic acid [Si](C1=CC=CC=C1)(C1=CC=CC=C1)(C(C)(C)C)OCCCCCCCC(=O)O